2-(2,4-dioxotetrahydropyrimidin-1(2H)-yl)-5-((4-(5-methylthieno[2,3-d]pyrimidin-4-yl)-3,6-dihydropyridin-1(2H)-yl)methyl)isoindoline-1,3-dione O=C1N(CCC(N1)=O)N1C(C2=CC=C(C=C2C1=O)CN1CCC(=CC1)C=1C2=C(N=CN1)SC=C2C)=O